C(C=C)(=O)OCCCCC[Si](I)(I)I acryloxypentyl-triiodosilane